C(C)SCC Ethyl sulfide